6-(2,6-difluorophenyl)-4-((3-fluoro-5-(4-methylpiperazin-1-yl)pyridin-2-yl)amino)pyridazine FC1=C(C(=CC=C1)F)C1=CC(=CN=N1)NC1=NC=C(C=C1F)N1CCN(CC1)C